(2R)-N-(1-(6,7-Difluoro-4-oxo-3,4-dihydrophthalazin-1-yl)ethyl)-N-methylindoline-2-carboxamide FC=1C=C2C(NN=C(C2=CC1F)C(C)N(C(=O)[C@@H]1NC2=CC=CC=C2C1)C)=O